(S)-7-amino-N-(4-amino-1-(3-hydroxyphenyl)-4-oxobutyl)-5-(4-(trifluoromethyl)phenyl)-3,4-dihydroisoquinoline-2(1H)-carboxamide NC1=CC(=C2CCN(CC2=C1)C(=O)N[C@@H](CCC(=O)N)C1=CC(=CC=C1)O)C1=CC=C(C=C1)C(F)(F)F